2-ethyl-4-oxo-butanoic acid C(C)C(C(=O)O)CC=O